C1=CC=CC2=CC(=CC=C12)C(=O)O 6-naphthoic acid